FC1(CCC(CC1)NC1=NC(=NC(=C1)C(=C)OCC)N1N=C(C=C1)C(F)(F)F)F N-(4,4-difluorocyclohexyl)-6-(1-ethoxyvinyl)-2-(3-(trifluoromethyl)-1H-pyrazol-1-yl)pyrimidin-4-amine